O=C1NC(CCC1N1C(C2=CC=C(C=C2C1=O)N1CCN(CC1)CCC1CN(CC1)NC(OC(C)(C)C)=O)=O)=O tert-butyl (3-(2-(4-(2-(2,6-dioxopiperidin-3-yl)-1,3-dioxoisoindolin-5-yl)piperazin-1-yl)ethyl) pyrrolidin-1-yl)carbamate